OC(C(=O)N1CC2=C(N=C(NC2=O)C2(CC2)C2=CC=CC=C2)CC1)C1=CC(=NC=C1)N1CCCCC1 6-(2-hydroxy-2-(2-(piperidin-1-yl)pyridin-4-yl)acetyl)-2-(1-phenylcyclopropyl)-5,6,7,8-tetrahydropyrido[4,3-d]pyrimidin-4(3H)-one